NC1=CC(=C(C(=C1NC(=O)C1CC1)F)I)F N-(6-amino-2,4-difluoro-3-iodophenyl)cyclopropanecarboxamide